S(=O)(=O)(ON1C2C=C(CN(C1=O)C2)N2N=CC(=C2)C(C)=O)[O-].[Na+] sodium [3-(4-acetylpyrazol-1-yl)-7-oxo-1,6-diazabicyclo[3.2.1]oct-3-en-6-yl] sulfate